BrCC1=CC=C(C=C1)S(=O)(=O)C(F)(F)F 1-(Bromomethyl)-4-[(trifluoromethyl)sulfonyl]benzene